ClC=1C=CC=2C(=C3N(C2C1C=1C(=NN(C1C)C)C)CC(N(C3=O)C=3N(C=1C=CC=C(C1C3)C(=O)O)C)CC)CCCOC3=CC(=C(C(=C3)C)Cl)C 7-chloro-10-(3-(4-chloro-3,5-dimethylphenoxy)propyl)-3-ethyl-1-oxo-6-(1,3,5-trimethyl-1H-pyrazol-4-yl)-3,4-dihydropyrazino[1,2-a]indol-2(1H)-yl-1-methyl-1H-indole-4-carboxylic acid